NC1=C2C(=NC=N1)N(N=C2C2=CC=C(CNC(C1=C(C=CC(=C1)F)OC)=O)C=C2)C2=CC=C(C=C2)N2CC(C2)CN2CCN(CC2)C2=CC=C(C=C2)C(NC2C(NC(CC2)=O)=O)=O N-(4-(4-amino-1-(4-(3-((4-(4-((2,6-dioxopiperidin-3-yl)carbamoyl)phenyl)piperazin-1-yl)methyl)azetidin-1-yl)phenyl)-1H-pyrazolo[3,4-d]pyrimidin-3-yl)benzyl)-5-fluoro-2-methoxybenzamide